2-(4-(5-(trifluoromethyl)pyridin-2-yloxy)piperidin-1-yl)ethylamine FC(C=1C=CC(=NC1)OC1CCN(CC1)CCN)(F)F